4-amino-2-bromo-6-(1-methyl-1H-imidazol-2-yl)nicotinamide NC1=CC(=NC(=C1C(=O)N)Br)C=1N(C=CN1)C